FC=1N=C(SC1CN1C[C@]2(C[C@@H]1C)CC=1C(=CN=CC1)O2)NC(C)=O N-(4-Fluoro-5-(((2R,5'S)-5'-methyl-3H-spiro[furo[2,3-c]pyridine-2,3'-pyrrolidin]-1'-yl)methyl)thiazol-2-yl)acetamide